COC1=NC(=NN2C1=C(C=C2)C=2C=C1C=CC=NC1=CC2)NC2CC(C2)(N(C)C)C cis-N3-(4-Methoxy-5-(quinolin-6-yl)pyrrolo[2,1-f][1,2,4]triazin-2-yl)-N1,N1,1-trimethylcyclobutane-1,3-diamine